N,N'-(ethylenedioxy-dipropylene)bismaleimide C(OCC(C)N1C(C=CC1=O)=O)COCC(C)N1C(C=CC1=O)=O